N1(N=CC=C1)CC(=O)NC1=NC2=C(N1CCC1=CC=C(C=C1)O)C(=CC(=C2)C(=O)N)OC 2-(2-(1H-pyrazol-1-yl)acetamido)-1-(4-hydroxyphenylethyl)-7-methoxy-1H-benzo[d]imidazole-5-carboxamide